ClC=1C=NN(C(C1Cl)=O)C(C(=O)NC1=NC(=C(C=C1)C)S(NCCC1=NC=CC=C1)(=O)=O)COC 2-(4,5-dichloro-6-oxopyridazin-1(6H)-yl)-3-methoxy-N-(5-methyl-6-(N-(2-(pyridin-2-yl)ethyl)sulfamoyl)pyridin-2-yl)propanamide